BrC1=C(C(=C(C(=O)N)C(=C1)NC=1C(=NC=CC1C)C(C)C)F)Cl 4-bromo-3-chloro-2-fluoro-6-((2-isopropyl-4-methylpyridin-3-yl)amino)benzamide